N1=CC(=CC=C1)OC1=CC=C(C=C1)NC(=O)[C@@H]1NCCCC1 (R)-N-(4-(pyridin-3-yloxy)phenyl)piperidine-2-carboxamide